bromo-N4,N4-bis(4-methoxybenzyl)-N2-propylimidazo[2,1-f][1,2,4]triazine-2,4-diamine BrC=1N=C2C(=NC(=NN2C1)NCCC)N(CC1=CC=C(C=C1)OC)CC1=CC=C(C=C1)OC